Hexadecanoic acid, [6,7-bis(acetyloxy)-3a,6,7,7a-tetrahydro-2-pentadecyl-5H-pyrano[3,2-d]oxazol-5-yl]methyl ester C(CCCCCCCCCCCCCCC)(=O)OCC1C(C(C2N=C(OC2O1)CCCCCCCCCCCCCCC)OC(C)=O)OC(C)=O